tert-butyl (3-(3-(5-(3-fluorophenyl)-1H-imidazol-2-yl)-1H-indazole-5-carboxamido)propyl)carbamate FC=1C=C(C=CC1)C1=CN=C(N1)C1=NNC2=CC=C(C=C12)C(=O)NCCCNC(OC(C)(C)C)=O